C(C)(C)(C)[Si](O[C@@H]1C[C@@H](C1)OCC1=C(C(=C(C=C1)F)F)F)(C)C tert-butyl(dimethyl)((cis-3-((2,3,4-trifluorobenzyl)oxy)cyclobutyl)oxy)silane